Tert-butyl cis-5-(2,5-dichloropyrimidin-4-yl)-3a-methylhexahydropyrrolo[3,4-c]pyrrole-2(1H)-carboxylate ClC1=NC=C(C(=N1)N1C[C@@H]2[C@](C1)(CN(C2)C(=O)OC(C)(C)C)C)Cl